ClC=1C=C(C(=O)NC2=NN(C(=C2)C2=NC3=C(N2)C=CC(=C3)OC)CC3=CC=C(C=C3)OC)C=CC1OCCCOC 3-chloro-N-[5-(5-methoxy-1H-benzimidazol-2-yl)-1-[(4-methoxyphenyl)-methyl]pyrazol-3-yl]-4-(3-methoxypropoxy)benzamide